Chloropropyl-Trichlorosilane ClCCC[Si](Cl)(Cl)Cl